FC(C)I fluoroiodoethane